CC=1N(N=C2C=CC=C(C12)Br)C methyl-4-bromo-2-methylindazole